Br[Si]1(CC[Si](CC1)(C)Br)Br 1,1,4-tribromo-4-methyl-1,4-disilacyclohexane